CC(=O)N[C@H](CCSC)C(=O)O The molecule is an N-acetyl-D-amino acid in which the amino acid is D-methionine. It is a D-methionine derivative, a N-acetyl-D-amino acid and a N-acetylmethionine. It is a conjugate acid of a N-acetyl-D-methionine(1-). It is an enantiomer of a N-acetyl-L-methionine.